FC(C1=CC=2NCCC3N(C2N=C1)CCNC3)(F)F 3-(trifluoromethyl)-6,7,7a,8,10,11-hexahydropyrazino[1,2-d]pyrido[3,2-b][1,4]diazepin